(((2Z,3Z)-3-(cyano(o-tolyl)methylene)-thiophen-2(3H)-ylidene)amino)oxy propyl-sulfonate C(CC)S(=O)(=O)OO\N=C\1/SC=C/C1=C(\C1=C(C=CC=C1)C)/C#N